1-(5-azido-4-(cyclopentyloxy)pyridin-2-yl)-1H-pyrazolo[3,4-b]pyridine-5-carbonitrile N(=[N+]=[N-])C=1C(=CC(=NC1)N1N=CC=2C1=NC=C(C2)C#N)OC2CCCC2